FC(CN1N=C2C3=C(CCC2=C1)OC(=C3C)C(=O)NC[C@H]3OCCOC3)(C3=NC=CC=C3)F 2-[2,2-difluoro-2-(pyridin-2-yl)ethyl]-N-{[(2R)-1,4-dioxan-2-yl]methyl}-8-methyl-4,5-dihydro-2H-furo[2,3-g]indazole-7-carboxamide